Sodium Chlorosilicate [Si]([O-])([O-])([O-])Cl.[Na+].[Na+].[Na+]